2-fluoro-1-(3-(7-(1-(thiazol-2-yl)-1H-pyrazol-4-yl)-3-(4-(trifluoromethyl)phenyl)-1H-pyrazolo[4,3-b]pyridin-1-yl)azetidin-1-yl)prop-2-en-1-one FC(C(=O)N1CC(C1)N1N=C(C2=NC=CC(=C21)C=2C=NN(C2)C=2SC=CN2)C2=CC=C(C=C2)C(F)(F)F)=C